Mono-12-hydroxystearate OC(CCCCCCCCCCC(=O)[O-])CCCCCC